N-(3-(4-amino-2-((4-(4-methylpiperazin-1-yl)phenyl)amino)quinazolin-8-yl)phenyl)propynamide NC1=NC(=NC2=C(C=CC=C12)C=1C=C(C=CC1)NC(C#C)=O)NC1=CC=C(C=C1)N1CCN(CC1)C